2-{[6-(5-chloro-2-fluorophenyl)-4-({7-[2-(4-methylpiperazin-1-yl)ethoxy]quinolin-4-yl}amino)pyridazin-3-yl]oxy}ethan-1-ol ClC=1C=CC(=C(C1)C1=CC(=C(N=N1)OCCO)NC1=CC=NC2=CC(=CC=C12)OCCN1CCN(CC1)C)F